FC(S(=O)(=O)OC=1CC(OCC1)C(=O)OCC)(F)F ethyl 4-(trifluoromethylsulfonyloxy)-3,6-dihydro-2H-pyran-2-carboxylate